(4-bromopyridin-2-yl)-4-chlorobutyramide BrC1=CC(=NC=C1)C(C(=O)N)CCCl